N-(tert-butyl)-1-(4-methoxyphenyl)-3-(difluoromethyl)-1H-1,2,4-triazol-5-amine C(C)(C)(C)NC1=NC(=NN1C1=CC=C(C=C1)OC)C(F)F